4-bromo-3-(4-fluoro-2,6-dimethylphenoxy)-1-(2-morpholinoethyl)pyridin-2(1H)-one BrC1=C(C(N(C=C1)CCN1CCOCC1)=O)OC1=C(C=C(C=C1C)F)C